ClC1=C(C(=O)C2C(CCCC2=O)=O)C=CC(=C1COCC(F)(F)F)S(=O)(=O)C 2-{2-chloro-4-(methylsulfonyl)-3-[(2,2,2-trifluoroethoxy)methyl]benzoyl}-1,3-cyclohexanedione